CC1(CC(C1)NC1=C(C=C(C=C1C(F)(F)F)[N+](=O)[O-])B1OC(C(O1)(C)C)(C)C)O (cis)-1-methyl-3-[4-nitro-2-(4,4,5,5-tetramethyl-1,3,2-dioxaborolan-2-yl)-6-(trifluoromethyl)phenylamino]cyclobutanol